8-chloro-2-[6-methyl-3-(1,3-thiazol-4-yl)-1H,4H,5H,6H,7H-pyrazolo[4,3-c]pyridine-5-carbonyl]indolizine ClC1=CC=CN2C=C(C=C12)C(=O)N1CC2=C(CC1C)NN=C2C=2N=CSC2